N-(3-bromophenyl)-5-nitro-1H-benzimidazole-2-carboxamide BrC=1C=C(C=CC1)NC(=O)C1=NC2=C(N1)C=CC(=C2)[N+](=O)[O-]